CN(C1=C(CN(C(=O)C2=CC=C(C=C2)CCC(=O)O)CCCC2=CC=CC=C2)C=CC=C1)C 3-(4-((2-(dimethylamino)benzyl)(3-phenylpropyl)carbamoyl)phenyl)propanoic acid